3-benzylamino-1,2-propanediol C(C1=CC=CC=C1)NCC(CO)O